BrC=1C=NN(C1C)CC1(CC(CCC1)(C)C)OC 4-bromo-1-((1-methoxy-3,3-dimethylcyclohexyl)methyl)-5-methyl-1H-pyrazole